[Si](C)(C)(C(C)(C)C)OCC=1C=C(N)C=C(C1)OC 3-(((tert-butyldimethylsilyl)oxy)methyl)-5-methoxyaniline